4-(quinolin-7-yl)-1H-1,2,3-triazole-5-carboxylic acid N1=CC=CC2=CC=C(C=C12)C=1N=NNC1C(=O)O